ClC1=NC2=CC=CC=C2C(=C1)C(CCCNS(=O)(=O)C1=CC=C(C=C1)OC)C N-(4-(2-chloroquinolin-4-yl)pentyl)-4-methoxybenzenesulfonamide